C1(CCCC1)[Al](C1CCCC1)C1CCCC1 tri-Cyclopentyl-aluminum